(R)-N-(3-(1-((2-Amino-5-chloropyridin-3-yl)oxy)ethyl)phenyl)-4-fluoro-3-methylbenzamid NC1=NC=C(C=C1O[C@H](C)C=1C=C(C=CC1)NC(C1=CC(=C(C=C1)F)C)=O)Cl